2-oxoethyl glycylglycylglycinate hydrochloride Cl.NCC(=O)NCC(=O)NCC(=O)OCC=O